nitrovinyl-pyrazole [N+](=O)([O-])C=CC1=NNC=C1